1-[2-(Azetidin-1-yl)-4,6-diisopropyl-pyrimidin-5-yl]-6-chloro-4-[(2S,5R)-2,5-dimethyl-4-prop-2-enoyl-piperazin-1-yl]-7-(2-fluoro-phenyl)pyrido[2,3-d]pyrimidin-2-one N1(CCC1)C1=NC(=C(C(=N1)C(C)C)N1C(N=C(C2=C1N=C(C(=C2)Cl)C2=C(C=CC=C2)F)N2[C@H](CN([C@@H](C2)C)C(C=C)=O)C)=O)C(C)C